7-bromo-3-butyl-8-methoxy-2-methyl-5-phenyl-2,3,4,5-tetrahydro-1,2,5-benzothiadiazepine 1,1-dioxide BrC=1C(=CC2=C(N(CC(N(S2(=O)=O)C)CCCC)C2=CC=CC=C2)C1)OC